FC1=CC=C(C=C1)N1C(N(C=C(C1=O)C(=O)N)CCF)=O 3-(4-fluorophenyl)-1-(2-fluoroethyl)-2,4-dioxo-1,2,3,4-tetrahydropyrimidine-5-carboxamide